2-(3-cyclopropenylprop-2-yn-1-yl)-6-methyl-1,3,6,2-dioxazaborocan-4,8-dione C1(=CC1)C#CCB1OC(CN(CC(O1)=O)C)=O